ClC1=CC=C2C(=N1)NN(C2=O)C(C)C 6-Chloro-2-isopropyl-1,2-dihydro-3H-pyrazolo[3,4-b]pyridin-3-one